4-(2-(((S)-1-((2S,4R)-4-hydroxy-2-(((S)-1-(4-(4-methylthiazol-5-yl)phenyl)ethyl)aminoFormyl)pyrrolidin-1-yl)-3,3-dimethyl-1-oxobutan-2-yl)amino)-2-oxoethoxy)piperidine O[C@@H]1C[C@H](N(C1)C([C@H](C(C)(C)C)NC(COC1CCNCC1)=O)=O)C(=O)N[C@@H](C)C1=CC=C(C=C1)C1=C(N=CS1)C